CC1=C(C=CC(=C1)C=1C=NN(C1)C1OCCCC1)N1CCC(CC1)CN1C(CCC1)=O 1-((1-(2-methyl-4-(1-(tetrahydro-2H-pyran-2-yl)-1H-pyrazol-4-yl)phenyl)piperidin-4-yl)methyl)pyrrolidin-2-one